C1(C(=CC(C2=CC=CC=C12)=O)C1=CC=CC=C1C(=O)N)=O Naphthoquinonebenzamide